CN(CCOC1=C(C=C(C(=C1)OC)NC1=NC=CC(=N1)C1=CN(C2=CC=CC=C12)CCF)NC(C=C)=O)C N-(2-(2-(dimethylamino)ethoxy)-5-((4-(1-(2-fluoroethyl)-1H-indol-3-yl)pyrimidin-2-yl)amino)-4-methoxyphenyl)acrylamide